BrCC1=C(C=C2N=C(C(NC2=C1)=O)CC)F 7-(bromomethyl)-3-ethyl-6-fluoroquinoxalin-2(1H)-one